CC1=NC(=CC(=C1NC(CC(CC(C)(C)C)C)=O)C)N1CCOCC1 3,5,5-Trimethyl-hexanoic acid (2,4-dimethyl-6-morpholin-4-yl-pyridin-3-yl)-amide